COC=1C=C(C=CC1C1(COC1)OC)C(=O)N1CCC(CC1)OC1=CC=C(C=C1)C(F)(F)F (3-methoxy-4-(3-methoxyoxetan-3-yl)phenyl)(4-(4-(trifluoromethyl)phenoxy)piperidin-1-yl)methanone